6-[8-(1,3-benzothiazol-2-ylcarbamoyl)-3,4-dihydroisoquinolin-2(1H)-yl]-3-{2-cyano-3-[tricyclo[3.3.1.13,7]dec-1-ylsulfanyl]phenyl}pyridine-2-carboxylic acid tert-butyl ester C(C)(C)(C)OC(=O)C1=NC(=CC=C1C1=C(C(=CC=C1)SC12CC3CC(CC(C1)C3)C2)C#N)N2CC3=C(C=CC=C3CC2)C(NC=2SC3=C(N2)C=CC=C3)=O